(S)-4-(6-Amino-4-methylpyridin-2-yl)-N-(5-chloro-3-methyl-1H-pyrazol-4-yl)-5-fluoro-2-((1,1,1-trifluoropropan-2-yl)oxy)benzamide NC1=CC(=CC(=N1)C1=CC(=C(C(=O)NC=2C(=NNC2Cl)C)C=C1F)O[C@H](C(F)(F)F)C)C